BrC=1C=C(C(=NC1)N)OC(C)(C)C1=C(C=CC(=C1)F)C1=NN(C=C1CC=1C=NN(C1)CC1CC1)C(C)C 5-bromo-3-((2-(2-(4-((1-(cyclopropylmethyl)-1H-pyrazol-4-yl)methyl)-1-isopropyl-1H-pyrazol-3-yl)-5-fluorophenyl)propan-2-yl)oxy)pyridin-2-amine